C(C1=CC=CC=C1)N1C(C(=C(C=C1)CN1CCN(CC1)C1=C(C=CC=C1)OC)O)=O 1-benzyl-3-hydroxy-4-[4-(2-methoxyphenyl)piperazin-1-ylmethyl]pyridin-2(1H)-one